3-(6-(4-((5-cyclopropyl-3-(2,6-difluorophenyl)isoxazol-4-yl)methoxy)-3,3-difluoropiperidin-1-yl)pyridin-3-yl)-1,2,4-oxadiazol-5(4H)-one C1(CC1)C1=C(C(=NO1)C1=C(C=CC=C1F)F)COC1C(CN(CC1)C1=CC=C(C=N1)C1=NOC(N1)=O)(F)F